spiro[1,3-benzoxazine-2,1'-cyclobutane]-4-yl trifluoro-methanesulfonate FC(S(=O)(=O)OC1=NC2(CCC2)OC2=C1C=CC=C2)(F)F